methyl (2-(3-(5-((dicyclopropylmethyl)carbamoyl)-4H-1,2,4-triazol-3-yl)phenyl)oxazole-5-carbonyl)-L-valinate C1(CC1)C(C1CC1)NC(=O)C=1NC(=NN1)C=1C=C(C=CC1)C=1OC(=CN1)C(=O)N[C@@H](C(C)C)C(=O)OC